tert-butyl 5-(2-cyanoethoxy)pentanoate C(#N)CCOCCCCC(=O)OC(C)(C)C